NC(C(=O)O)CC1=CC(=CC=C1)C(F)(F)F 2-amino-3-(3-(trifluoromethyl)phenyl)propionic acid